N-[4-(4,4-difluorocyclohexyl)-6-phenoxy-pyrimidin-2-yl]-1-methyl-pyrazole-4-sulfonamide FC1(CCC(CC1)C1=NC(=NC(=C1)OC1=CC=CC=C1)NS(=O)(=O)C=1C=NN(C1)C)F